Cl.C1(CC1)CC1NCCC2=CC=C(C=C12)N(C1=CC=CC=C1)C(C)C (cyclopropylmethyl)-N-isopropyl-N-phenyl-1,2,3,4-tetrahydroisoquinolin-7-amine hydrochloride